ClC=1C=C(C=CC1C=1SC=C(C1)C1=CC=NC=2OCCNC21)C(=O)N2CCC(CC2)O (3-chloro-4-(4-(2,3-dihydro-1H-pyrido[2,3-b][1,4]oxazin-8-yl)thiophen-2-yl)phenyl)(4-hydroxypiperidin-1-yl)methanone